4-(4-methyl-3-((1-(1-methyl-2-oxo-1,2-dihydrobenzo[cd]indol-6-yl)cyclopropyl)carbamoyl)phenyl)piperidine-1-carboxylic acid tert-butyl ester C(C)(C)(C)OC(=O)N1CCC(CC1)C1=CC(=C(C=C1)C)C(NC1(CC1)C=1C=2C3=C(C(N(C3=CC1)C)=O)C=CC2)=O